4-piperidineacetic acid N1CCC(CC1)CC(=O)O